5-[(3R,5S)-5-(dimethylcarbamothioyl)pyrrolidin-3-yl]oxypentanamide Tert-butyl-(2S,4R)-4-(4-carbamoylbutoxy)-2-(dimethylcarbamothioyl)pyrrolidine-1-carboxylate C(C)(C)(C)OC(=O)N1[C@@H](C[C@H](C1)OCCCCC(N)=O)C(N(C)C)=S.CN(C(=S)[C@@H]1C[C@H](CN1)OCCCCC(=O)N)C